FC1(CC(C1)(C)CN1N=C(C(=C1C(=O)N)C(F)(F)F)C12C(C(C1)C2)(F)F)F 1-((3,3-Difluoro-1-methylcyclobutyl)methyl)-3-(2,2-difluorobicyclo[1.1.1]pentan-1-yl)-4-(trifluoromethyl)-1H-pyrazole-5-carboxamide